BrC=1C=2N(C(=CC1)N(C)C)N=C(N2)C 8-bromo-5-dimethylamino-2-methyl-[1,2,4]triazolo[1,5-a]pyridine